5-(3-(3-(3-aminopyrrolidin-1-yl)-1H-pyrazol-5-yl)-2-fluoro-6-hydroxyphenyl)-1,2,5-thiadiazolidin-3-one 1,1-dioxide NC1CN(CC1)C1=NNC(=C1)C=1C(=C(C(=CC1)O)N1CC(NS1(=O)=O)=O)F